NCCCCCC(=O)N(CCO[C@@H]1[C@@H](O)[C@@H](O)[C@H](O)[C@H](O1)CO)CCO[C@@H]1[C@@H](O)[C@@H](O)[C@H](O)[C@H](O1)CO 6-amino-N,N-bis{2-[(α-D-mannopyranosyl)oxy]ethyl}hexanamide